tert-butyl 2-(3-fluoropyridin-2-yl)-4-(2,2,2-trifluoroethoxy)pyrazolidine-1-carboxylate FC=1C(=NC=CC1)N1N(CC(C1)OCC(F)(F)F)C(=O)OC(C)(C)C